ClC1=CC=C2C(=N1)N=C(O2)N2C(CN(CC2)C(=O)C2=CC=C(C=C2)C=2N=NN(C2)CC(C)(C)C)CO [4-(5-chlorooxazolo[4,5-b]pyridin-2-yl)-3-(hydroxymethyl)piperazin-1-yl]-[4-[1-(2,2-dimethylpropyl)triazol-4-yl]phenyl]methanone